C[Si](CCCS(=O)(=O)O)(C)C 3-(trimethyl-silyl)-1-propanesulfonic acid